4-(2-azaspiro[3.3]hept-2-yl)aniline C1N(CC12CCC2)C2=CC=C(N)C=C2